FC(C=1C=C(CNC2=CC(=NC=N2)OC=2C=C(C=CC2)NC(CCl)=O)C=C(C1)C(F)(F)F)(F)F N-(3-((6-((3,5-bis(trifluoromethyl)benzyl)amino)pyrimidin-4-yl)oxy)phenyl)-2-chloroacetamide